C1CCNNCC1 4,5-diazacycloheptane